rac-(3R,4R)-3,4-difluorocyclopentane-1-carboxylic acid F[C@@H]1CC(C[C@H]1F)C(=O)O |r|